ethyl N-(7-((3-bromo-2-chlorobenzyl) oxy) chroman-4-yl)-N-ethylglycinate BrC=1C(=C(COC2=CC=C3C(CCOC3=C2)N(CC(=O)OCC)CC)C=CC1)Cl